BrC=1C=C(C(=C(C=NC(C(CO)=O)CC2=CC=C(C=C2)O)C1)OC(C(C)C)=O)OC(C(C)C)=O 3-(5-bromo-2,3-bisisobutyryloxybenzylidene-amino)-1-hydroxy-4-(4-hydroxyphenyl)-butan-2-one